FC1=CC=C(C=C1)CCN1N=CC(=C1)CNC1=NC=2N([C@H](C(NC2C(=N1)C)=O)C)C (7S)-2-(((1-(4-fluorophenylethyl)-1H-pyrazol-4-yl)methyl)amino)-4,7,8-trimethyl-7,8-dihydropteridin-6(5H)-one